C1(=CC(=CC=C1)C1=CC(=NC(=C1)OCCO)N)C1=CC=CC=C1 4-([1,1-biphenyl]-3-yl)-2-amino-6-(2-hydroxyethoxy)pyridine